ClC1=C(C(=O)OC)C=CC(=C1)NC(=O)C1=NN2C(N=CC=C2C2=CC(=C(C=C2)OC)OC)=C1 methyl 2-chloro-4-(7-(3,4-dimethoxyphenyl)pyrazolo[1,5-a]pyrimidine-2-carboxamido)benzoate